4-(4-pyridyl)benzyl cyanide N1=CC=C(C=C1)C1=CC=C(CC#N)C=C1